(6-((dimethylamino)methyl)-5-(3-oxocyclopent-1-en-1-yl)pyridin-2-yl)carbamic acid tert-butyl ester C(C)(C)(C)OC(NC1=NC(=C(C=C1)C1=CC(CC1)=O)CN(C)C)=O